C(C)N(C(=O)N[C@H](C(F)(F)F)CCC(F)(F)F)[C@H](C)C1=CC(=CC=C1)C=1C=C(C=2N(C1)C=C(N2)O)OC 1-ethyl-3-((S)-1,1,1,5,5,5-hexafluoropentan-2-yl)-1-((R)-1-(3-(2-hydroxy-8-methoxyimidazo[1,2-a]pyridin-6-yl)phenyl)ethyl)urea